Ethyl 2-(2,6-dimethyl-4-((4-(4-(trifluoromethyl) phenethyl) piperazin-1-yl) methyl) phenoxy)-2-methylpropionate CC1=C(OC(C(=O)OCC)(C)C)C(=CC(=C1)CN1CCN(CC1)CCC1=CC=C(C=C1)C(F)(F)F)C